COC(=O)C1N(CC(C1)O[Si](C)(C)C(C)(C)C)C(=O)OC(C)(C)C 4-((tert-butyldimethylsilyl)oxy)pyrrolidine-1,2-dicarboxylic acid 1-(tert-butyl) 2-methyl ester